n-tetradecaldehyde C(CCCCCCCCCCCCC)=O